(2S,4S)-4-fluoro-1-[2-[4-[7-isoquinolyl(methyl)amino]-1-piperidyl]acetyl]pyrrolidine-2-carbonitrile F[C@H]1C[C@H](N(C1)C(CN1CCC(CC1)N(C)C1=CC=C2C=CN=CC2=C1)=O)C#N